(5'S,7a'R)-5'-(3,5-difluorophenyl)-3'-oxotetrahydro-3'H-spiro[azetidine-3,2'-pyrrolo[2,1-b]oxazole]-1-carboxylic acid tert-butyl ester C(C)(C)(C)OC(=O)N1CC2(C(N3[C@H](O2)CC[C@H]3C3=CC(=CC(=C3)F)F)=O)C1